C(C1=CC=CC=C1)(=O)C=1C(OC2=C3C1C1=CC=CC=C1C(C3=C(C=C2)OC)=O)=O 1-benzoyl-6-methoxy-naphtho[1,2,3-de]benzopyran-2,7-dione